SC1=CC(C1=O)=O 4-mercaptocyclobut-3-ene-1,2-dione